CC1(C(NC(OC1)C1=CC=C(C=C1)C1=NOC(=N1)C(F)(F)F)=O)C 5,5-dimethyl-2-[4-[5-(trifluoromethyl)-1,2,4-oxadiazol-3-yl]phenyl]-1,3-oxazinan-4-one